N-[4-[(6,7-Dimethoxy-1,5-naphthyridin-4-yl)oxy]-3-fluorophenyl]-5-[4-fluoro-2-(hydroxymethyl)phenyl]-4-hydroxy-2,6-dimethylpyridine-3-carboxamide COC=1N=C2C(=CC=NC2=CC1OC)OC1=C(C=C(C=C1)NC(=O)C=1C(=NC(=C(C1O)C1=C(C=C(C=C1)F)CO)C)C)F